tert-butyl 7-(4-bromobenzyl)-2,7-diazaspiro[4.4]nonane-2-carboxylate BrC1=CC=C(CN2CC3(CCN(C3)C(=O)OC(C)(C)C)CC2)C=C1